C(C)(=O)N1CC2(CC2C1)C1=CC2=C(N=CN=C2N[C@H](C)C2=C(C(=CC=C2)C(F)F)F)N(C1=O)C 6-{3-acetyl-3-azabicyclo[3.1.0]hexan-1-yl}-4-{[(1R)-1-[3-(difluoromethyl)-2-fluorophenyl]ethyl]amino}-8-methyl-7H,8H-pyrido[2,3-d]pyrimidin-7-one